C(C1=CC=CC=C1)N1N=C(C2=CC=CC=C12)CO 1-benzyl-3-hydroxymethyl-1H-indazole